O1CCC2=C1C=CC(=C2)C2(CC2)C(=O)O 2,3-Dihydrobenzofuran-5-ylcyclopropanecarboxylic acid